CC1=NC(=CC(=C1)B1OC(C(O1)(C)C)(C)C)C(F)(F)F 2-methyl-4-(4,4,5,5-tetramethyl-1,3,2-dioxaborolan-2-yl)-6-(trifluoromethyl)pyridine